(1R,3S)-3-(3-((2-(hydroxymethyl)pyrimidin-4-yl)amino)-1H-pyrazol-5-yl)cyclopentyl(1-methylcyclopropyl)carbamate OCC1=NC=CC(=N1)NC1=NNC(=C1)[C@@H]1C[C@@H](CC1)N(C([O-])=O)C1(CC1)C